C1(CC1)S(=O)(=O)N1CC(CC1)C=1C(=C(C(=CC1)O)N1CC(NS1(=O)=O)=O)F 5-(3-(1-(cyclopropylsulfonyl)pyrrolidin-3-yl)-2-fluoro-6-hydroxyphenyl)-1,2,5-thiadiazolidin-3-one 1,1-dioxide